C12(CC3CC(CC(C1)C3)C2)CCN2CCN(CC2)CCCSC2=CC=C3C(N(C(=NC3=C2)C)C2C(NC(CC2)=O)=O)=O 3-(7-((3-(4-(2-((3r,5r,7r)-adamantane-1-yl)ethyl)piperazin-1-yl)propyl)thio)-2-Methyl-4-oxoquinazolin-3(4H)-yl)piperidine-2,6-dione